(E)-ethyl 3-(3-(2,6-dimethylphenyl)-7-fluoro-2-methyl-4-oxo-3,4-dihydroquinazolin-6-yl)acrylate CC1=C(C(=CC=C1)C)N1C(=NC2=CC(=C(C=C2C1=O)/C=C/C(=O)OCC)F)C